Methyl (((4-bromonaphthalen-1-yl)oxy) (4-nitrophenoxy)phosphoryl)-L-alaninate BrC1=CC=C(C2=CC=CC=C12)OP(=O)(OC1=CC=C(C=C1)[N+](=O)[O-])N[C@@H](C)C(=O)OC